4-[1-(2,6-dioxo-3-piperidyl)indolin-5-yl]piperidine-1-carboxylate O=C1NC(CCC1N1CCC2=CC(=CC=C12)C1CCN(CC1)C(=O)[O-])=O